ClC1=C(C=CC=C1)C1=CC(=NN1C1CCCC1)C(=O)N[C@H](CC(=O)NN)CCN1CC(CCC1)(F)F (S)-5-(2-chlorophenyl)-1-cyclopentyl-N-(5-(3,3-difluoropiperidin-1-yl)-1-hydrazino-1-oxopent-3-yl)-1H-pyrazole-3-carboxamide